5-methyl-6-(1-methylbenzimidazol-4-yl)-3-[4-[rel-(2S)-4-methylmorpholin-2-yl]anilino]pyrazine-2-carboxamide 4-cyanopyrrolidine-1,2-dicarboxylate C(#N)C1CC(N(C1)C(=O)O)C(=O)O.CC=1N=C(C(=NC1C1=CC=CC=2N(C=NC21)C)C(=O)N)NC2=CC=C(C=C2)[C@H]2CN(CCO2)C |o1:40|